ClC=1C=C(C=CC1F)[C@@H]1CN2[C@H](CO1)CN(CC2)C(=O)C2=C(C(=CC=C2F)OC)Cl [(3R,9aS)-3-(3-Chloro-4-fluorophenyl)-3,4,6,7,9,9a-hexahydro-1H-pyrazino[2,1-c][1,4]oxazin-8-yl]-(2-chloro-6-fluoro-3-methoxyphenyl)methanon